BrC=1C=2N(C=C(C1C)C)C=CN2 8-Bromo-6,7-dimethylimidazo[1,2-a]pyridine